lithium bis(maleate) C(\C=C/C(=O)[O-])(=O)[O-].C(\C=C/C(=O)[O-])(=O)[O-].[Li+].[Li+].[Li+].[Li+]